FC1(CC1)C1=NN2C(N(C([C@@H](CC2)C2=NC(=NN2)C(=O)N)=O)C)=C1 (6S)-2-(1-fluorocyclopropyl)-4-methyl-5-oxo-7,8-dihydro-6H-pyrazolo[1,5-a][1,3]diazepin-6-yl-1,2,4-triazol-3-carboxamid